1-bromo-4-chloro-5-fluoro-2-methoxybenzene BrC1=C(C=C(C(=C1)F)Cl)OC